2-((6-(4-((4-cyano-2-methoxybenzyl)oxy)pyrimidin-2-yl)-3-azabicyclo[4.1.0]heptan-3-yl)methyl)-1-((1-ethyl-1H-imidazol-5-yl)methyl)-4-methoxy-1H-benzo[d]imidazole-6-carboxylic acid C(#N)C1=CC(=C(COC2=NC(=NC=C2)C23CCN(CC3C2)CC2=NC3=C(N2CC2=CN=CN2CC)C=C(C=C3OC)C(=O)O)C=C1)OC